O=C1OC2=CC=C(C=C2C=C1)C(=O)N[C@H]1C[C@H](CCC1)NC1=CC(=NC2=CC=CC=C12)C(F)(F)F 2-oxo-N-[(1r,3s)-3-{[2-(trifluoromethyl)quinolin-4-yl]amino}cyclohexyl]-2H-chromen-6-carboxamide